FC1=CC=C(C=C1)[C@@H]1N(CCC2=CC=CC=C12)C(=O)N(C)C12CC(C1)(C2)NC(OC(C)(C)C)=O tert-butyl (S)-(3-(1-(4-fluorophenyl)-N-methyl-1,2,3,4-tetrahydroisoquinoline-2-carboxamido)bicyclo[1.1.1]pentan-1-yl)carbamate